5-((4-(3,4-dichloropyridin-2-yl)piperazin-1-yl)methyl)-2-(2,6-dioxopiperidin-3-yl)isoindoline-1,3-dione ClC=1C(=NC=CC1Cl)N1CCN(CC1)CC=1C=C2C(N(C(C2=CC1)=O)C1C(NC(CC1)=O)=O)=O